C(=O)(OC(C)(C)C)N[C@@H](CC1=CNC=N1)C(=O)O Nα-Boc-L-histidine